5-methyl-1-(4-((4'-((4-methylpiperazin-1-yl)methyl)-[1,1'-biphenyl]-4-yl)methyl)phenyl)-1H-1,2,4-triazole-3-carboxamide CC1=NC(=NN1C1=CC=C(C=C1)CC1=CC=C(C=C1)C1=CC=C(C=C1)CN1CCN(CC1)C)C(=O)N